tert-butyl (R)-((3-(2-((6-fluoro-2-methylpyridin-3-yl)oxy)-4-methyl-5-(trifluoromethyl)nicotinamido)phenyl)(methyl)(oxo)-λ6-sulfaneylidene)carbamate FC1=CC=C(C(=N1)C)OC1=C(C(=O)NC=2C=C(C=CC2)[S@](=O)(C)=NC(OC(C)(C)C)=O)C(=C(C=N1)C(F)(F)F)C